1-(3-Fluoro-5-piperazin-1-yl-pyridin-2-yl)-7-methoxy-3-methyl-8-(1-methyl-1H-pyrazol-4-yl)-1,3-dihydroimidazo-[4,5-c]quinolin-2-one FC=1C(=NC=C(C1)N1CCNCC1)N1C(N(C=2C=NC=3C=C(C(=CC3C21)C=2C=NN(C2)C)OC)C)=O